Cl.ClC1=C(C=CC(=C1)F)[C@H](C)N (S)-1-(2-chloro-4-fluorophenyl)ethan-1-amine hydrochloride